FC(C(=O)O)(F)F.ClC=1C(=C(OC2CCC(CC2)NC(=O)C=2N=NC(=CC2)N2CCC(CC2)CN2CCNCC2)C=CC1C#N)C N-((1r,4r)-4-(3-Chloro-4-cyano-2-methylphenoxy)cyclohexyl)-6-(4-(piperazin-1-ylmethyl)piperidin-1-yl)pyridazine-3-carboxamide Trifluoroacetate